1-Tert-Butyl (3-(4-(1-(2,6-dioxopiperidin-3-yl)-3-methyl-2-oxo-2,3-dihydro-1H-benzo[d]imidazol-4-yl)piperidin-1-yl)propyl)(methyl)carbamate O=C1NC(CCC1N1C(N(C2=C1C=CC=C2C2CCN(CC2)CCCN(C(OC(C)(C)C)=O)C)C)=O)=O